(3S)-3-{[N-(4-methoxy-1-benzothiophene-2-carbonyl)-L-leucyl]amino}-2-oxo-4-[(3S)-2-oxopiperidin-3-yl]butyl 4,6-dimethylpyridine-3-carboxylate CC1=C(C=NC(=C1)C)C(=O)OCC([C@H](C[C@H]1C(NCCC1)=O)NC([C@@H](NC(=O)C=1SC2=C(C1)C(=CC=C2)OC)CC(C)C)=O)=O